C(#CC)C=1N=C2N(N1)CCC2 2-prop-1-ynyl-6,7-dihydro-5H-pyrrolo[1,2-b][1,2,4]triazole